6-(2-nitrophenylazo)benzo[1,3]dioxol-5-ol [N+](=O)([O-])C1=C(C=CC=C1)N=NC=1C(=CC2=C(OCO2)C1)O